BrC1=NN(N=C1)C([2H])([2H])[2H] 4-bromo-2-(methyl-d3)-2H-1,2,3-triazole